FC1=CC=C(C=C1)C=1C=C2C(=C(C(N(C2=NC1)CCN1CCOCC1)=O)C(=O)NC1(CCCCC1)C(=O)O)O 1-(6-(4-fluorophenyl)-4-hydroxy-1-(2-morpholinoethyl)-2-oxo-1,2-dihydro-1,8-naphthyridine-3-carboxamido)cyclohexane-1-carboxylic acid